2,4-diamino-6-methylacryloyloxyethyl-S-triazine NC1=NC(=NC(=N1)N)CCOC(C=CC)=O